[1,2,4]Thiadiazine 1,1-dioxide S1(NC=NC=C1)(=O)=O